C(C=C(C)CCC=C(C)CCC=C(C)C)(=O)[O-] farnesoate